4-[2-(2-chloro-4-pyridinyl)ethynyl]-5-methyl-1-(p-tolyl)imidazole-2-carboxamide ClC1=NC=CC(=C1)C#CC=1N=C(N(C1C)C1=CC=C(C=C1)C)C(=O)N